5-[5-({1-[(2E)-2-(aminomethyl)-3-fluoroprop-2-en-1-yl]-5-oxo-1,5-dihydro-4H-1,2,4-triazol-4-yl}methyl)thiophen-2-yl]-1-ethylpyridin-2(1H)-one NC/C(/CN1N=CN(C1=O)CC1=CC=C(S1)C=1C=CC(N(C1)CC)=O)=C\F